C1(=CC(=CC=C1)S(=O)(=O)[O-])S(=O)(=O)[O-].[Na+].[Na+].N[C@@H]1CN(CC1)C1=CC=CC(=N1)S(=O)(=O)NC1=NC(=C(C=C1)C(F)(F)F)C1=C(C=CC=C1)C (S)-6-(3-aminopyrrolidin-1-yl)-N-(6-(o-tolyl)-5-(trifluoromethyl)pyridin-2-yl)pyridine-2-sulfonamide Disodium 1,3-benzenedisulfonate